C(C)(C)(C)OC(=O)N[C@@H](C(=O)O)CC#N (2R)-2-(tert-butoxycarbonylamino)-3-cyano-propanoic acid